C(CCCC\C=C\CCCCCCCCCCC)(=O)O (E)-octadec-6-enoic acid